NC1=NC=CC(=C1Cl)SC=1N=CC(=NC1)N1CCC2([C@@H](CN(C2)S(=O)(=O)C)N)CC1 (S)-8-(5-((2-amino-3-chloropyridin-4-yl)thio)pyrazin-2-yl)-2-(methylsulfonyl)-2,8-diazaspiro[4.5]decan-4-amine